octyl 3-((4-((3-(1H-imidazol-1-yl)propyl)amino)-3-(2-octyldodecanamido)-4-oxobutyl)thio)propanoate N1(C=NC=C1)CCCNC(C(CCSCCC(=O)OCCCCCCCC)NC(C(CCCCCCCCCC)CCCCCCCC)=O)=O